C(C)(C)(C)OC(=O)N1C2CC(CC1CC2)N tert-butyl-(3-exo)-3-amino-8-azabicyclo[3.2.1]octane-8-carboxylate